C1(CC1)C1=C(C(=C2CCCC2=C1)NC(=O)N=[S@@](=O)(N)C=1SC=C(C1)C(C)(C)O)C |o1:16| (S) or (R)-N'-((6-cyclopropyl-5-methyl-2,3-dihydro-1H-inden-4-yl)carbamoyl)-4-(2-hydroxypropan-2-yl)thiophene-2-sulfonimidamide